FC1=C(C=CC=C1)C=1N=C2N(C(=NC=C2C2=CC=NC=C2)N)C1 (2-fluorophenyl)-8-(pyridin-4-yl)imidazo[1,2-c]pyrimidin-5-amine